N1C=C(C2=CC=CC=C12)CC(C(=O)[O-])C(=O)[O-] ((1H-indol-3-yl)methyl)malonate